IC1CC(C1)N1N=CC(=C1C)[N+](=O)[O-] 1-(3-iodocyclobutyl)-5-methyl-4-nitro-pyrazole